ClC=1C(=C(C(=CC1)F)C=1C=NN(C(C1)=O)[C@H](C(=O)NC1=CC=C(C(=O)O)C=C1)CC1=CC=CC=C1)F (S)-4-(2-(4-(3-chloro-2,6-difluorophenyl)-6-oxopyridazin-1(6H)-yl)-3-phenylpropanamido)benzoic acid